3-{[([3,3'-Bipyridyl]-5-yl)methyl]amino}-N-[(1S,2S)-2-hydroxycyclohexyl]-4-methylbenzamide N1=CC(=CC(=C1)CNC=1C=C(C(=O)N[C@@H]2[C@H](CCCC2)O)C=CC1C)C=1C=NC=CC1